FC(CC1=C(C=CC=C1F)NC(=S)C1=C(CCN(C1=O)C(=O)OC(C)(C)C)O)F tert-butyl 5-{[2-(2,2-difluoroethyl)-3-fluorophenyl] thiocarbamoyl}-4-hydroxy-6-oxo-3,6-dihydropyridine-1(2H)-carboxylate